CC1CNCCC1C 3,4-dimethyl-Piperidine